1-hydroxy-1,3-dihydrobenzo[c][1,2]oxaborol-6-carboxamid OB1OCC2=C1C=C(C=C2)C(=O)N